[1,4]oxazepino[7,6-g]indazole-9(7H)-carboxylic acid tert-butyl ester C(C)(C)(C)OC(=O)N1CCOC2=CC=C3C=NN=C3C2=C1